C(C)(C)(C)OC(=O)N(C1CCN(CC1)C1=C2C=CNC2=C(C=C1)C(=O)O)CC 4-(4-((tert-butoxycarbonyl)(ethyl)amino)piperidin-1-yl)-1H-indole-7-carboxylic acid